CC=1C(C(CCC1C)(C)C)C(=O)[O-] 2,3,6,6-tetramethyl-2-cyclohexencarboxylat